4-oxo-2-phenyl-3-(trifluoromethyl)-4H-pyrido[1,2-a]pyrimidine-7-carboxylic acid ethyl ester C(C)OC(=O)C=1C=CC=2N(C(C(=C(N2)C2=CC=CC=C2)C(F)(F)F)=O)C1